FC1=CC(=CC2=C1N=C(S2)N2[C@@H]1C[C@H]([C@H](C2)C1)OC(=O)C=1C(=NOC1C1CC1)C1=C(C=CC=C1Cl)Cl)C(NS(=O)(=O)C)=O 5-cyclopropyl-3-(2,6-dichlorophenyl)-1,2-oxazole-4-carboxylic acid (1S,4S,5R)-2-[4-fluoro-6-(methylsulfonylcarbamoyl)-1,3-benzothiazol-2-yl]-2-azabicyclo[2.2.1]heptane-5-yl ester